C1(=CC=CC=C1)C1C(C1)C1=CC=C(C=C1)OC 1-(2-phenylcyclopropyl)4-methoxybenzene